C1=C(C=CC2=CC=CC=C12)C(=O)NC(C(=O)O)CCC1[C@H]2CC[C@@H](C1)C2 2-(2-naphthoylamino)-4-((1S,4R)-bicyclo[2.2.1]hept-2-yl)butyric acid